diphosphotoluylthiourea P(=O)(O)(OP(=O)(O)O)N(C(=S)N)C1=C(C=CC=C1)C